C(C)(=O)OC(C)C1=CC=CC=C1 1-phenylethyl acetat